1-[4-(3-{5-[(R)-(1,3-Dimethyl-azetidin-3-yl)-hydroxy-(4-isopropyl-phenyl)-methyl]-pyridin-3-yl}-[1,2,4]oxadiazol-5-yl)-piperidin-1-yl]-butan-1-one CN1CC(C1)(C)[C@@](C=1C=C(C=NC1)C1=NOC(=N1)C1CCN(CC1)C(CCC)=O)(C1=CC=C(C=C1)C(C)C)O